1-trimethoxysilylethyl-9-bis(methyldimethoxysilylpropylamino)methylsilylethyl-1,1,3,3,5,5,7,7,9,9-Decamethylpentasiloxane CO[Si](C(C)[Si](O[Si](O[Si](O[Si](O[Si](C)(C)CC[SiH2]C(NCCC[Si](C)(OC)OC)NCCC[Si](OC)(OC)C)(C)C)(C)C)(C)C)(C)C)(OC)OC